(2S)-2-[4-bromo-2-(1,1-difluorobutyl)phenoxy]propanoic acid BrC1=CC(=C(O[C@H](C(=O)O)C)C=C1)C(CCC)(F)F